N-tert-butyl-[1,1'-biphenyl]-2-carboxamide-2-d C(C)(C)(C)NC(=O)C1(C(=CC=CC1)C1=CC=CC=C1)[2H]